CC=1C(C2=CC(=CC=C2C1)C)N 2,6-dimethyl-1-aminoindene